N-((S)-1-(3-isopropylphenyl)ethyl)-2,3-dimethyl-1H-indole-5-carboxamide C(C)(C)C=1C=C(C=CC1)[C@H](C)NC(=O)C=1C=C2C(=C(NC2=CC1)C)C